FC1=CC=C(C=C1)NC(=O)C1(COC1)C1=CC=C(C=C1)C=1C=NC(=CC1[C@H](C)O)C(F)(F)F (S)-N-(4-fluorophenyl)-3-(4-(4-(1-hydroxyethyl)-6-(trifluoromethyl)pyridin-3-yl)phenyl)oxetan-3-carboxamid